ClCCC=CC(=O)O 5-chloro-2-pentenoic acid